NC=1C2=C(N=CN1)N(C=C2C2=CC=C(C=C2)NC(=O)C=2C(N(N=C(C2)C(C)C)C2=CC=C(C=C2)F)=O)CC(F)(F)F N-[4-[4-Amino-7-(2,2,2-trifluoroethyl)-7H-pyrrolo[2,3-d]pyrimidin-5-yl]phenyl]-2-(4-Fluorophenyl)-6-isopropyl-3-oxo-2,3-dihydropyridazine-4-carboxamide